FC(C=1C=C(OCC=2C=CC(=NC2)CN2CC(C2)C(=O)O)C=CC1)(F)F 1-[(5-{[3-(trifluoromethyl)phenoxy]methyl}pyridin-2-yl)methyl]azetidine-3-carboxylic acid